C(C)C1=NSC(=N1)NC(C1=C(C=CC=C1)C(F)(F)F)=O N-(3-ethyl-1,2,4-thiadiazol-5-yl)-2-(trifluoromethyl)-benzamide